1-{3-fluoro-4-[4-({[5-(trifluoromethyl)pyridin-3-yl]methyl}carbamoyl)-1H-1,2,3-triazol-1-yl]butyl}-N-{[4-(trifluoromethyl)pyridin-2-yl]methyl}-1H-1,2,3-triazole-4-carboxamide FC(CCN1N=NC(=C1)C(=O)NCC1=NC=CC(=C1)C(F)(F)F)CN1N=NC(=C1)C(NCC=1C=NC=C(C1)C(F)(F)F)=O